3-(4-methylphenoxy)-1-(thiophen-2-yl)-N,N-dimethylpropylamine hydrochloride Cl.CC1=CC=C(OCCC(C=2SC=CC2)N(C)C)C=C1